2-(2,6-dioxopiperidin-3-yl)-4-((3-(1-(9-hydroxynonyl)-1H-1,2,3-triazol-4-yl)propyl)amino)isoindoline-1,3-dione O=C1NC(CCC1N1C(C2=CC=CC(=C2C1=O)NCCCC=1N=NN(C1)CCCCCCCCCO)=O)=O